2-(1,1,2,3,3,3-hexafluoropropyl)tetrahydrofuran FC(C(C(F)(F)F)F)(F)C1OCCC1